germanium(II) hydroxide [Ge](O)O